1-O-Hexadecyl-2-O-arachidoyl-sn-glycerol C(CCCCCCCCCCCCCCC)OC[C@@H](OC(CCCCCCCCCCCCCCCCCCC)=O)CO